C(C=C)(OC1(SCCSC1)OC(C=C)=S)=S S'-(1,4-dithiane-diyl) bis(prop-2-enethioate)